OCC(CO)ONC1CN(C1)C1=C(C=C2C(C(=CN(C2=N1)C=1SC=CN1)C(=O)O)=O)F 7-(3-{[(1,3-dihydroxypropan-2-yl)oxy]amino}azetidin-1-yl)-6-fluoro-4-oxo-1-(1,3-thiazol-2-yl)-1,4-dihydro-1,8-naphthyridine-3-carboxylic acid